azido-(N-hydroxysuccinimide) N(=[N+]=[N-])C1C(=O)N(C(C1)=O)O